FC=1C(=NC(=NC1)N[C@H]1[C@@H](COCC1)O)C1=CC=C2C(C(=C(N(C2=C1)C(C)C)CN[C@@H]1COCC1)C)=O 7-(5-fluoro-2-(((3S,4R)-3-hydroxytetrahydro-2H-pyran-4-yl)amino)pyrimidin-4-yl)-1-isopropyl-3-methyl-2-((((S)-tetrahydrofuran-3-yl)amino)methyl)quinolin-4(1H)-one